BrC1=CC(=NC=C1)NCCC1=CC(=CC=C1)Cl 4-bromo-N-[2-(3-chlorophenyl)ethyl]pyridin-2-amine